OCCN1N=C(C=C1)C1=NN(C2=CC=C(C=C12)O)C1OCCCC1 3-[1-(2-hydroxyethyl)pyrazol-3-yl]-1-tetrahydropyran-2-yl-indazol-5-ol